C(CCC)OC(=O)C1C2C=CC(C1)C2 5-(n-butoxycarbonyl)-bicyclo[2.2.1]Hept-2-ene